COC1=NC=2C3N(C4(CC2C=C1OCCCOC)CCC4)C=C(C(C3)=O)C(=O)OCC Ethyl 2'-methoxy-3'-(3-methoxypropoxy)-10'-oxo-5',10',11',11a'-tetrahydrospiro[cyclobutane-1,6'-pyrido[1,2-h][1,7]naphthyridine]-9'-carboxylate